C(C=C)(=O)[O-].C(C=C)(=O)[O-].C(C=C)(=O)[O-].C(C=C)(=O)[O-].[Pb+4] lead tetra-acrylate